3,5-bis(propargyloxy)benzyl alcohol C(C#C)OC=1C=C(CO)C=C(C1)OCC#C